4-{2-[(tert-butyldimethylsilyl)oxy]ethyl}-2,6-didodecyl-morpholine [Si](C)(C)(C(C)(C)C)OCCN1CC(OC(C1)CCCCCCCCCCCC)CCCCCCCCCCCC